methyl 5-(6-methyl-5-oxo-8-(4,4,5,5-tetramethyl-1,3,2-dioxaborolan-2-yl)-5,6-dihydro-2,6-naphthyridin-3-yl)picolinate CN1C(C=2C=C(N=CC2C(=C1)B1OC(C(O1)(C)C)(C)C)C=1C=CC(=NC1)C(=O)OC)=O